CC1(N(CCN(C1)C)C(=O)N1N=C(C2=C1C(NC2)(C)C)NC2=NC(=NC=C2F)C)C (S)-{[dimethyl-4-methylpiperazin-1-yl]carbonyl}-N-(5-fluoro-2-methylpyrimidin-4-yl)-6,6-dimethyl-1,4,5,6-tetrahydropyrrolo[3,4-c]pyrazol-3-amine